O=C1N(CCOC1)[C@@H]1C(=NN(C1)C(=O)N[C@H](C)C1=NC(=NO1)C)C1=CC=C(C=C1)C (S)-4-(3-oxomorpholinyl)-3-(4-methylphenyl)-N-((R)-1-(3-methyl-1,2,4-oxadiazol-5-yl)ethyl)-4,5-dihydro-1H-pyrazole-1-carboxamide